ethyl (R)-2-(3-bromo-1-(1-(4-chlorophenyl)ethyl)-5-oxo-1,5-dihydro-4H-1,2,4-triazol-4-yl)acetate BrC1=NN(C(N1CC(=O)OCC)=O)[C@H](C)C1=CC=C(C=C1)Cl